tert-butyl(5-bromo-3-(3-(2-trifluoromethyl-4-cyanophenyl)isoxazol-5-yl)pyrazin-2-yl)(tert-butoxycarbonyl)amino Formate C(=O)ON(C(=O)OC(CC(C)(C)C)(C)C)C1=NC=C(N=C1C1=CC(=NO1)C1=C(C=C(C=C1)C#N)C(F)(F)F)Br